CN1CCC(CC1)N1CCNCC1 1-(1-methylpiperidin-4-yl)piperazine